BrC[C@@H]1CC[C@H](CC1)CBr trans-1,4-bis(bromomethyl)cyclohexane